CN1C=CC2=CC(=CC=C12)OC n-methyl-5-methoxyindole